N[C@H]1C[C@H](CCC1)NC(=O)NC1=NC=C(C(=C1)C1=C2N(N=C1)CC(C2)(C)C)Cl ((1S,3R)-3-aminocyclohexyl)-3-(5-chloro-4-(5,5-dimethyl-5,6-dihydro-4H-pyrrolo[1,2-b]pyrazol-3-yl)pyridin-2-yl)urea